FCC([C@@H]([C@H](N)C(=O)O)C)O δ-fluoro-γ-hydroxy-isoleucine